ClC1=CC=C(CN2C3=C(C4=C(C2=O)CN(C4)CC4=CC(=CC(=C4)F)F)C=NN3)C=C1 4-(4-chlorobenzyl)-7-(3,5-difluorobenzyl)-4,6,7,8-tetrahydropyrazolo[3,4-b]pyrrolo[3,4-d]pyridin-5(3H)-one